4-(1,2,3,6-tetrahydropyridin-4-yl)benzamide trifluoroacetate FC(C(=O)O)(F)F.N1CCC(=CC1)C1=CC=C(C(=O)N)C=C1